2-amino-1-(4-((tert-butoxycarbonyl) amino) phenyl)-2-oxoethyl methanesulfonate CS(=O)(=O)OC(C(=O)N)C1=CC=C(C=C1)NC(=O)OC(C)(C)C